ClC=1C=C(C=C(C1OC=1C=C2C3(C(NC2=CC1)=O)CCC3)Cl)C=3C(NC(NN3)=O)=O 6-(3,5-dichloro-4-((2'-oxospiro[cyclobutane-1,3'-indolin]-5'-yl)oxy)phenyl)-1,2,4-triazine-3,5(2H,4H)-dione